COC[C@@H]1NCC1 (R)-2-(methoxymethyl)azetidine